N1CCC(CC1)C1=CC=C(N)C=C1 (4-piperidin-4-yl)-aniline